[N+](=O)([O-])C=1C=C2C(=CNC2=CC1)C=CC(=O)C1=CC(=C(C(=C1)OC)OC)OC 3-(5-nitro-1H-indol-3-yl)-1-(3,4,5-trimethoxyphenyl)prop-2-en-1-one